N-(3-(((2-((4-(4-(4-(2,6-dioxopiperidin-3-yl)benzyl)piperazin-1-yl)phenyl)amino)-5-(trifluoromethyl)pyrimidin-4-yl)amino)methyl)pyridin-2-yl)-N-methylmethanesulfonamide O=C1NC(CCC1C1=CC=C(CN2CCN(CC2)C2=CC=C(C=C2)NC2=NC=C(C(=N2)NCC=2C(=NC=CC2)N(S(=O)(=O)C)C)C(F)(F)F)C=C1)=O